[1,3-bis(2,6-diisopropylphenyl)-4,5-dihydroimidazol-2-ylidene]-[2-isopropoxy-5-(trifluoroacetamido)phenyl]methyleneruthenium dichloride C(C)(C)C1=C(C(=CC=C1)C(C)C)N1C(N(CC1)C1=C(C=CC=C1C(C)C)C(C)C)=[Ru](=CC1=C(C=CC(=C1)NC(C(F)(F)F)=O)OC(C)C)(Cl)Cl